FC=1C=C2C(C(=CN3C2=C(C1F)OCC3)C=O)=O 9,10-difluoro-7-oxo-2,3-dihydro-7H-[1,4]oxazino[2,3,4-ij]quinoline-6-carbaldehyde